di(n-heptyl) (n-butyl) citrate C(CC(O)(C(=O)OCCCC)CC(=O)OCCCCCCC)(=O)OCCCCCCC